(1R,2R)-2-amino-1-(4-(methylsulfonyl)phenyl)propane N[C@@H](CC1=CC=C(C=C1)S(=O)(=O)C)C